IC=1C(=NC=C(C1)[N+](=O)[O-])N 3-Iodo-5-nitro-pyridin-2-amine